2-((tert-Butoxycarbonyl)(1,2,3,5,6,7-hexahydro-s-indacen-4-yl)amino)oxazole-5-carboxylic acid ethyl ester C(C)OC(=O)C1=CN=C(O1)N(C1=C2CCCC2=CC=2CCCC12)C(=O)OC(C)(C)C